C(C)(C)(C)OC(=O)N1C[C@@H](CCC1)NC1=C2C(=NC=C1C=1OC=C(N1)C(=O)OCC)N(C=C2)COCC[Si](C)(C)C ethyl (R)-2-(4-((1-(tert-butoxycarbonyl)piperidin-3-yl)amino)-1-((2-(trimethylsilyl)ethoxy)methyl)-1H-pyrrolo[2,3-b]pyridin-5-yl)oxazole-4-carboxylate